FC1=C(C(=O)N[C@H]2C[C@H](CCC2)NC2=CC(=NC3=CC=CC=C23)C(F)(F)F)C(=CC=C1NS(=O)(=O)CCC)F 2,6-difluoro-3-(propane-1-sulfonylamino)-N-[(1r,3s)-3-{[2-(trifluoromethyl)quinolin-4-yl]amino}cyclohexyl]benzamide